1-((3-(3-hydroxycyclobutyl)-1,2,4-oxadiazol-5-yl)methyl)-7-methyl-1H-purin-6(7H)-one OC1CC(C1)C1=NOC(=N1)CN1C=NC=2N=CN(C2C1=O)C